4-But-1-en-2-yl-5-pentylbenzene-1,3-diol C=C(CC)C1=C(C=C(C=C1CCCCC)O)O